N1(C=NC=C1)CCCNC(CC(C(=O)OC(CCCCCCCC)CCCCCCCC)CSCCC(=O)OCCCCCC(C)C)=O heptadecan-9-yl 4-((3-(1H-imidazol-1-yl)propyl)amino)-2-(((3-((6-methylheptyl)oxy)-3-oxopropyl)thio)methyl)-4-oxobutanoate